tert-Butyl 3-(4-((4-([1,2,4]triazolo[1,5-a]pyridin-7-yloxy)-3-methylphenyl)amino)pyrido[3,2-d]pyrimidin-6-yl)piperidine-1-carboxylate N=1C=NN2C1C=C(C=C2)OC2=C(C=C(C=C2)NC=2C1=C(N=CN2)C=CC(=N1)C1CN(CCC1)C(=O)OC(C)(C)C)C